FC=1C=CC=2C3CC[C@@]4(C(\C(\[C@H](C4C3CCC2C1)CCC(=O)NC1=NC=CN=C1)=C/O)=O)C 3-((13S,15S,Z)-3-fluoro-16-(hydroxymethylene)-13-methyl-17-oxo-7,8,9,11,12,13,14,15,16,17-decahydro-6H-cyclopenta[a]phenanthren-15-yl)-N-(pyrazin-2-yl)propanamide